C(C)(=O)O[C@@H]1[C@H](O[C@H]([C@@H]([C@H]1OC(C)=O)OC(C)=O)OCCOCCOCCN)COC(C)=O (2R,3R,4S,5R,6R)-2-(acetoxymethyl)-6-(2-(2-(2-aminoethoxy)ethoxy)ethoxy)tetrahydro-2H-pyran-3,4,5-triyl triacetate